(2S,5R)-2-(N-(4-aminocyclohexane-1-carbonyl) carbamimidoyl)-7-oxo-1,6-diazabicyclo[3.2.1]octan-6-yl hydrogen sulfate S(=O)(=O)(ON1[C@@H]2CC[C@H](N(C1=O)C2)C(NC(=O)C2CCC(CC2)N)=N)O